CC(C(CCN)N)C 4-methyl-1,3-pentanediamine